(2S)-2-((1R)-2-hydroxy-1-((tetrahydro-2H-pyran-2-yl)oxy)ethyl)pyrrolidine-1-carboxylic acid tert-butyl ester C(C)(C)(C)OC(=O)N1[C@@H](CCC1)[C@H](CO)OC1OCCCC1